allyl 9-(O-((2-oxabicyclo[2.2.2]octan-4-yl)methyl)-N-(((4-nitrobenzyl)oxy)carbonyl)-L-threonyl)-3,9-diazaspiro[5.5]undecane-3-carboxylate C12OCC(CC1)(CC2)CO[C@@H]([C@H](NC(=O)OCC2=CC=C(C=C2)[N+](=O)[O-])C(=O)N2CCC1(CCN(CC1)C(=O)OCC=C)CC2)C